pyrrolidonecarboxylic acid potassium salt [K+].N1(C(CCC1)=O)C(=O)[O-]